3-(4-(piperidin-1-yl)phenyl)prop-2-en-1-one N1(CCCCC1)C1=CC=C(C=C1)C=CC=O